N1N=CC(=C1)C=1C=CC(=NC1)N 5-(1H-pyrazol-4-yl)pyridin-2-amine